CC(=C[C@@H]1[C@H](C1(C)C)C(=O)[O-])C (+)-trans-chrysanthemate